NCCCC[C@@H](C(=O)OC(C)(C)C)NC(N[C@H](C(=O)O)CCC(=O)O)=O (S)-2-(3-((S)-amino-1-tert-butoxy-1-oxohexane-2-yl)ureido)glutaric acid